O=C1N(C2=CC=CC=C2CC1C(=O)OCC=C)C(=O)OC(C)(C)C 3-allyl 1-(tert-butyl) 2-oxo-3,4-dihydroquinoline-1,3(2H)-dicarboxylate